CC1=CC=C(C(=O)O[C@@H]2[C@](O[C@H](C2)N2C3=NC(=NC(=C3N=C2)N)F)(COC(C2=CC=C(C=C2)C)=O)C#C)C=C1 (2R,3S,5R)-5-(6-amino-2-fluoro-9H-purin-9-yl)-2-ethynyl-2-(((4-methylbenzoyl)oxy)methyl)tetrahydrofuran-3-yl 4-methylbenzoate